NC1=C(C(=NN1CC(F)(F)F)C1=C2C(=C(N=C1)CNC(C1=C(C=CC(=C1)F)OC)=O)NC=C2)C(=O)N 5-amino-3-(7-((5-fluoro-2-methoxybenzamido)methyl)-1H-pyrrolo[2,3-c]pyridin-4-yl)-1-(2,2,2-trifluoroethyl)-1H-pyrazole-4-carboxamide